C(C=C)C1=C(C=CC=C1)C1=CC(=CC=C1)CC1N(CCC1NS(=O)(=O)CC)C(CCCC=C)=O N-(2-((2'-allyl-[1,1'-biphenyl]-3-yl)methyl)-1-(hex-5-enoyl)pyrrolidin-3-yl)ethanesulfonamide